O=C1NC(CCC1N1C(C2=CC=CC(=C2C1=O)NCCOCCO)=O)=O 2-(2,6-dioxo-3-piperidyl)-4-[2-(2-hydroxyethoxy)ethylamino]isoindoline-1,3-dione